2,4,5-triazolone C1(N=CN=N1)=O